BrC1=CC=CC=2C(N=C3N(C12)C1=CC=C(C=C1C3(C)C)C3CCNCC3)=O bromo-7,7-dimethyl-9-(piperidin-4-yl)indolo[1,2-a]quinazolin-5(7H)-one